FC1=C2C=C(NC2=CC(=C1)F)C(=O)N1[C@@H]([C@@H]2[C@H](C1)CCC2)C(=O)O (1S,3aR,6aS)-2-(4,6-difluoro-1H-indole-2-carbonyl)octahydrocyclopenta[c]pyrrole-1-carboxylic acid